4-((2S,5s)-4-((4-fluorophenyl)(5-(trifluoromethyl)pyridin-2-yl)methyl)-5-(hydroxymethyl)-2-methylpiperazin-1-yl)-1-methyl-2-oxo-1,2-dihydropyrido[3,2-d]pyrimidine-6-carbonitrile FC1=CC=C(C=C1)C(N1C[C@@H](N(C[C@H]1CO)C=1C2=C(N(C(N1)=O)C)C=CC(=N2)C#N)C)C2=NC=C(C=C2)C(F)(F)F